N-(5-Cyclopropyl-1H-pyrazol-3-yl)-2-[(3S)-3-(methoxymethyl)-1-piperidyl]pyrimidin-4-amine C1(CC1)C1=CC(=NN1)NC1=NC(=NC=C1)N1C[C@H](CCC1)COC